3-(3,4-Dichlorophenyl)-1-[4-(4-hydroxypiperidin-1-yl)phenyl]prop-2-en-1-one ClC=1C=C(C=CC1Cl)C=CC(=O)C1=CC=C(C=C1)N1CCC(CC1)O